ClC=1C(N(C(=CC1OC([2H])([2H])C1=C(C=C(C=C1)Cl)F)C)C1=CC(=NC=C1C)N1N=C(C=C1)C(C)(C)O)=O 3-chloro-4-((4-chloro-2-fluorophenyl)methoxy-d2)-2'-(3-(2-hydroxypropane-2-yl)-1H-pyrazol-1-yl)-5',6-dimethyl-2H-[1,4'-bipyridine]-2-one